[(5E)-3-[18F]Fluorotetradec-5-en-1-yl]Sulfanyl-propionic acid [18F]C(CCSC(C(=O)O)C)C\C=C\CCCCCCCC